NC1=NC=CC(=C1[N+](=O)[O-])C1=CC(=C(CNC(=O)C2=NC(=NO2)C(C)(C)C)C=C1)F N-(4-(2-amino-3-nitropyridin-4-yl)-2-fluorobenzyl)-3-(tert-butyl)-1,2,4-oxadiazole-5-carboxamide